CN(S(=O)(=O)C1=C(C(=O)O)C=CC=C1)C 2-(N,N-dimethylsulfamoyl)benzoic acid